[1,2,4]oxadiazolo-[4,3-a]quinoxalin-1-one C1(ON=C2N1C1=CC=CC=C1N=C2)=O